C(C=C)C1(CCN(CC1)[C@H](C)C1=CC=CC2=CC=CC=C12)C(=O)O |r| (±)-4-Allyl-1-(1-(naphthalen-1-yl)ethyl)piperidine-4-carboxylic acid